N-palmitoyl-lysine C(CCCCCCCCCCCCCCC)(=O)N[C@@H](CCCCN)C(=O)O